C(C)(=O)NC=1C(=C(C(=C(C1I)C(=O)NCC(CO)O)I)C(=O)NCC(CO)O)I 5-(Acetamido)-N,N'-bis(2,3-dihydroxypropyl)-2,4,6-triiodo-1,3-benzenedicarboxamide